C(C1=CC=CC=C1)OC1CC(C1)C1=NC=C(C=N1)NC(OC(C)(C)C)=O tert-butyl (2-((1s,3s)-3-(benzyloxy)cyclobutyl)pyrimidin-5-yl)carbamate